CC1=NC2=C(C(N(C3=C(C=CC=C23)N)C)C)N1C 2,3,4,5-tetramethyl-4,5-dihydro-3H-imidazo[4,5-c]quinolin-6-amine